OC1[C@@H]2[C@H](N([C@H](C1)CC2)[C@H](C)C2=CC=CC=C2)C(=O)OCC ethyl (1S,3S,4S)-5-hydroxy-2-((R)-1-phenylethyl)-2-azabicyclo[2.2.2]octane-3-carboxylate